C(C)(C)OC([C@H](C)N=P(=O)OC1=CC(=C(C=C1)C)OCC=1C=NC(=C(C1CN)O)C)=O.C(C)OC1=C2NC=NC2=NC(=N1)N(C(C1=CC=CC=C1)(C1=CC=CC=C1)C1=CC=CC=C1)OC 6-ethoxy-2-(monomethoxytritylamino)purine (2S)-Isopropyl-2-(((4-(aminomethyl)-5-hydroxy-6-methylpyridin-3-yl)methoxy)(p-tolyloxy)phosphorylamino)propanoate